4-amino-3-chloro-5-fluoro-6-(7-fluoro-1H-indol-6-yl)pyridine-2-carboxylic acid prop-2-yn-1-yl ester C(C#C)OC(=O)C1=NC(=C(C(=C1Cl)N)F)C1=CC=C2C=CNC2=C1F